[Si](C)(C)(C(C)(C)C)OC1C(COC1)NC=1C=C(C#N)C=C(C1)F 3-((4-((tert-butyldimethylsilyl)oxy)tetrahydrofuran-3-yl)amino)-5-fluorobenzonitrile